(S)-tert-butyl N-[[4-[[2-(tert-butoxycarbonylamino)-5-(5-fluoro-2-thienyl)phenyl]carbamoyl]phenyl]-methyl-oxo-sulfanylidene]carbamate C(C)(C)(C)OC(=O)NC1=C(C=C(C=C1)C=1SC(=CC1)F)NC(=O)C1=CC=C(C=C1)[S@@](=NC(OC(C)(C)C)=O)(=O)C